FC1=CC(=C(C=C1C=1CCN(CC1)C(CC1=CC=C(C=C1)OC)=O)NC(=O)C1=CNC(C=C1C(F)(F)F)=O)N1C[C@H](N([C@H](C1)C)C)C |r| N-[4-fluoro-5-[1-[2-(4-methoxyphenyl)acetyl]-3,6-dihydro-2H-pyridin-4-yl]-2-[rac-(3R,5S)-3,4,5-trimethylpiperazin-1-yl]phenyl]-6-oxo-4-(trifluoromethyl)-1H-pyridine-3-carboxamide